O=C1OC2=CC=CC=C2C=C1 oxochromen